2,5-di(hydroperoxy)hexane O(O)C(C)CCC(C)OO